3-methyl-4-Pentenal CC(CC=O)C=C